methyl 2-(3-(1-(3-bromophenyl) piperidin-3-yl) phenoxy)-2-methylpropionate BrC=1C=C(C=CC1)N1CC(CCC1)C=1C=C(OC(C(=O)OC)(C)C)C=CC1